(±)-cis-N-[8-chloro-6-(3-isopropyl-1H-pyrazol-4-yl)-3-isoquinolyl]-2-fluoro-cyclopropanecarboxamide ClC=1C=C(C=C2C=C(N=CC12)NC(=O)[C@H]1[C@H](C1)F)C=1C(=NNC1)C(C)C |r|